N-(((S)-3-(4-((1R,5S)-3-thia-8-azabicyclo[3.2.1]oct-8-yl)-3-fluorophenyl)-2-oxooxazolidine-5-yl)methyl)acetamide [C@H]12CSC[C@H](CC1)N2C2=C(C=C(C=C2)N2C(O[C@H](C2)CNC(C)=O)=O)F